8-fluoro-2-((hexahydro-1H-pyrrolizin-7a-yl)methoxy)pyrido[4,3-d]pyrimidine 3-(2,2-dibromo-1-ethenyl)-2,2-dimethylcyclopropanecarboxylate BrC(=CC1C(C1C(=O)O)(C)C)Br.FC1=CN=CC2=C1N=C(N=C2)OCC21CCCN1CCC2